2-((2-bromopyridin-4-yl)oxy)propan-1-ol BrC1=NC=CC(=C1)OC(CO)C